suberyl ether C1(CCCCCCC(=O)O1)=O